1-[3-(1-hydroxyethyl)-6-[5-[(6-methylpyridazin-3-yl)amino]benzimidazol-1-yl]-2-pyridinyl]-4,5-dimethyl-pyrazole-3-carbonitrile OC(C)C=1C(=NC(=CC1)N1C=NC2=C1C=CC(=C2)NC=2N=NC(=CC2)C)N2N=C(C(=C2C)C)C#N